(((cyclohexylmethyl)(ethoxycarbonyl)amino)(phenyl)methyl)-4-bromobenzoate C1(CCCCC1)CN(C(=O)OCC)C(C1=CC=CC=C1)OC(C1=CC=C(C=C1)Br)=O